1-(Thieno[2,3-c]pyridin-7-yl)-5-(trifluoromethyl)-1H-pyrazole-4-carboxylic acid S1C=CC=2C1=C(N=CC2)N2N=CC(=C2C(F)(F)F)C(=O)O